4-[([7-carbamoyl-5H-pyrrolo[3,2-d]pyrimidin-4-yl]amino)methyl]phenylboronic acid C(N)(=O)C1=CNC2=C1N=CN=C2NCC2=CC=C(C=C2)B(O)O